CC1C(NC1=O)C(=O)O 3-methyl-4-oxoazetidine-2-carboxylic acid